Ethyl-(1R,3r,5S,6s)-3-(5-((benzyloxy)carbonyl)-2-fluoro-4-methoxyphenoxy)bicyclo[3.1.0]hexane C(C)[C@]12C[C@@H](C[C@@H]2C1)OC1=C(C=C(C(=C1)C(=O)OCC1=CC=CC=C1)OC)F